C(CCCCCCC)C(=O)[C@H](O)[C@@H](O)[C@H](O)[C@H](O)CO n-octyl-glucose